N1CC(C1)C(C)(C)NC(C1=CC=C(C=C1)[C@@H]1CC2(CC(C2)C#N)CCN1CC1=C2C=CNC2=C(C=C1OC)C)=O N-(2-(azetidin-3-yl)propan-2-yl)-4-((2R,4s,6S)-2-cyano-7-((5-methoxy-7-methyl-1H-indol-4-yl)methyl)-7-azaspiro[3.5]nonan-6-yl)benzamide